normal-octyl methacrylate C(C(=C)C)(=O)OCCCCCCCC